butan-2-ene CC=CC